OC1=C(C(=O)NC=2C=C(C=CC2)CC(=O)O)C=C(C(=C1)S(=O)(=O)O)O (3-(2,5-dihydroxy-4-sulfobenzamido)phenyl)acetic acid